4-oxo-2,2,6,6-tetramethylpiperidine-N-oxide O=C1CC([NH+](C(C1)(C)C)[O-])(C)C